NC1=C(C(N(C2=CC(=CC=C12)Br)C1=CC=C(C=C1)Br)=O)C(=O)OC methyl 4-amino-7-bromo-1-(4-bromophenyl)-2-oxo-1,2-dihydroquinoline-3-carboxylate